C(C)C(C(=O)O)(CC)NC(NC1=CC=CC=C1)=O ethyl-2-[(phenylcarbamoyl)amino]butanoic acid